FC1=C(C=CC=C1)C=1C=NC(=NC1)N1CCC(=CC1)CC(=O)OC methyl 2-(1-(5-(2-fluorophenyl)pyrimidin-2-yl)-1,2,3,6-tetrahydropyridin-4-yl)acetate